3-((13-(thiophen-2-yl)tridec-12-yn-1-yl)oxy)propyl hydrogen ((((R)-1-(6-amino-9H-purin-9-yl)propan-2-yl)oxy)methyl)phosphonate NC1=C2N=CN(C2=NC=N1)C[C@@H](C)OCP(OCCCOCCCCCCCCCCCC#CC=1SC=CC1)(O)=O